F[C@@]1([C@H](O)C[C@@H](CO)O1)N1C=NC=2C(O)=NC=NC12 fluoro-3'-deoxyinosine